N,N-dimethyl-4-nitrobenzene-1,3-diamine CN(C1=CC(=C(C=C1)[N+](=O)[O-])N)C